(E)-2-(4-fluorobenzylidene)-6-methoxy-2,3-dihydro-1H-indene FC1=CC=C(\C=C/2\CC3=CC(=CC=C3C2)OC)C=C1